C(C1=CC=CC=C1)[C@@H](C(=O)OC)CC(=O)C12CC(C1)(C2)CNC(=O)OC(C)(C)C methyl (R)-2-benzyl-4-(3-(((tert-butoxycarbonyl)amino)methyl)bicyclo[1.1.1]pentan-1-yl)-4-oxobutanoate